4-[3-[(2S)-2-[(tert-butoxycarbonyl)amino]-4-carbamoylbutoxy]-2-chloro-5-fluorophenyl]butanoic acid C(C)(C)(C)OC(=O)N[C@H](COC=1C(=C(C=C(C1)F)CCCC(=O)O)Cl)CCC(N)=O